O=C1OC(C2=C(N1)C(=CC=C2)NC(CCC)=O)=O N-(2,4-dioxo-1,4-dihydro-2H-benzo[d][1,3]oxazin-8-yl)butanamide